CC=1C=C(C=C(C1OCCO)C)C(C)(C)C1=CC(=C(C(=C1)C)OCCO)C 2,2-bis{3,5-dimethyl-4-(2-hydroxyethoxy)phenyl}propane